(S)-N1-(Tert-butyl)-N7-(3,4-difluorophenyl)-6-methyl-5,6-dihydroimidazo[1,5-a]pyrazine-1,7(8H)-dicarboxamide C(C)(C)(C)NC(=O)C=1N=CN2C1CN([C@H](C2)C)C(=O)NC2=CC(=C(C=C2)F)F